5-methyl-2-[3-[2-methyl-4-[1-tetrahydropyran-2-yl-3-(2-triisopropylsilylethynyl)indazol-5-yl]pyrazol-3-yl]oxypropoxy]pyrazolo[1,5-a]pyrazin-4-one CN1C(C=2N(C=C1)N=C(C2)OCCCOC=2N(N=CC2C=2C=C1C(=NN(C1=CC2)C2OCCCC2)C#C[Si](C(C)C)(C(C)C)C(C)C)C)=O